N-((R)-1-(5-(ethanesulfonyl)pyridin-2-yl)-2-hydroxyethyl)pyrimidine-5-carboxamide C(C)S(=O)(=O)C=1C=CC(=NC1)[C@H](CO)NC(=O)C=1C=NC=NC1